rac-(1R,2S)-2-bromo-5-chloro-2,3-dihydro-1H-inden-1-ol Br[C@@H]1[C@@H](C2=CC=C(C=C2C1)Cl)O |r|